Tert-butyl N-(3-iodocyclobutyl)carbamate IC1CC(C1)NC(OC(C)(C)C)=O